5-(8-(1-(difluoromethyl)-1H-pyrazol-4-yl)imidazo[1,2-b]pyridazin-6-yl)pyrimidine-2,4(1H,3H)-dione FC(N1N=CC(=C1)C=1C=2N(N=C(C1)C=1C(NC(NC1)=O)=O)C=CN2)F